N-Glycyl-alpha-neuraminic acid NCC(=O)N[C@@H]1[C@H](C[C@@](C(O)=O)(O)O[C@H]1[C@H](O)[C@H](O)CO)O